methyl (9Z)-19-{[4-(dimethylamino)butanoyl]oxy}pentacos-9-enoate CN(CCCC(=O)OC(CCCCCCCC\C=C/CCCCCCCC(=O)OC)CCCCCC)C